[O-]CCCC.C(C)[Al+2].[O-]CCCC.[O-]CCCC.C(C)[Al+2] ethylaluminum sesquibutoxide